5-azaspiro[2.4]heptane-5-sulfonamide C1CC12CN(CC2)S(=O)(=O)N